lithium bis[6-heptoxymethoxy-1,3-dimethylhexyl]copper C(CCCCCC)OCOCCCC(CC(C)[Cu]C(CC(CCCOCOCCCCCCC)C)C)C.[Li]